3-(dibromomethyl)-2-fluorobenzonitrile BrC(C=1C(=C(C#N)C=CC1)F)Br